FC(C(=O)O)(F)F.NC1CCC(CC1)NCC(C1=CC=CC=C1)C=1C=CC(=C(C1)C=1C(=CC=C(C1F)OCCOCC(=O)N(C)C)C(=O)N)Cl 5'-(2-(((1r,4r)-4-Aminocyclohexyl)amino)-1-phenylethyl)-2'-chloro-5-(2-(2-(dimethylamino)-2-oxoethoxy)ethoxy)-6-fluoro-[1,1'-biphenyl]-2-carboxamide trifluoroacetate